C(C1=CC=CC=C1)OC(=O)N1[C@@H]2C[C@@H]2C[C@H]1C(=O)N (1R,3S,5R)-2-benzyloxycarbonyl-2-azabicyclo[3.1.0]-hexane-3-carboxamide